18-hydroxy-4-estrene-3,17-dione OC[C@@]12C(CC[C@H]1[C@@H]1CCC3=CC(CC[C@@H]3[C@H]1CC2)=O)=O